5-Chloro-2-(8-(piperidin-4-yl)-2H-chromen-2-yl-2-d)pyridine ClC=1C=CC(=NC1)C1(OC2=C(C=CC=C2C=C1)C1CCNCC1)[2H]